perfluoro(3,6-dimethyl-2-hydroxy-1,4-dioxane) potassium salt [K].FC1(OC(C(OC1(C(F)(F)F)F)(F)F)(C(F)(F)F)F)O